5-(3,4,5-trimethoxybenzylidene)thiazolidine-2,4-dione potassium salt [K].COC=1C=C(C=C2C(NC(S2)=O)=O)C=C(C1OC)OC